N(=[N+]=[N-])C(CC1(C(CCCC1)=O)C(=O)OCC)CC(F)(F)F ethyl 1-(2-azido-4,4,4-trifluorobutyl)-2-oxocyclohexanecarboxylate